5-((4-(cyclobutylamino)-5-methylpyrimidin-2-yl)amino)benzo[c][1,2]oxaborol-1(3H)-ol C1(CCC1)NC1=NC(=NC=C1C)NC1=CC2=C(B(OC2)O)C=C1